6-bromo-3-methyl-2H-isoquinolin-1-one BrC=1C=C2C=C(NC(C2=CC1)=O)C